4-(2-cyclopropyl-4-methoxythieno[2',3':5,6]benzo[1,2-d]oxazol-7-yl)-4-oxobutanoic acid C1(CC1)C=1OC2=C(N1)C1=C(C=C2OC)SC(=C1)C(CCC(=O)O)=O